C1(C(CC(CC1)C(=O)O)C(=O)O)C(=O)O 1,2,4-cyclohexane-tricarboxylic acid